2'-(1,4-phenylenebis(oxy))dioctanoic acid C1(=CC=C(C=C1)OCCCCCCCC(=O)O)OCCCCCCCC(=O)O